C[C@@]1(OC(=C([C@@H]1C)OS(=O)(=O)C(F)(F)F)C(=O)OCC)C(F)(F)F |r| ethyl rac-(2S,3R)-2,3-dimethyl-2-(trifluoromethyl)-4-(trifluoromethylsulfonyloxy)-3H-furan-5-carboxylate